N-[4-(3,4-dinitrobenzoyl)phenyl]-N-methyloxetan-3-amine [N+](=O)([O-])C=1C=C(C(=O)C2=CC=C(C=C2)N(C2COC2)C)C=CC1[N+](=O)[O-]